(S)-8-(5-chloro-3-fluoropyridin-2-yl)-6,9-dioxo-5-(1-(4-(trifluoromethyl)phenyl)ethyl)-2,5,8-triazaspiro[3.5]nonane-2-carbaldehyde ClC=1C=C(C(=NC1)N1CC(N(C2(CN(C2)C=O)C1=O)[C@@H](C)C1=CC=C(C=C1)C(F)(F)F)=O)F